6-(3,8-diazabicyclo[3.2.1]octan-3-yl)-9-(8-ethynyl-7-fluoro-3-hydroxynaphthalen-1-yl)-2,3-dihydro-4H-1-thia-3a,5,8-triazaphenalen-4-one C12CN(CC(CC1)N2)C2=NC(N1CCSC=3C(=NC=C2C31)C3=CC(=CC1=CC=C(C(=C31)C#C)F)O)=O